C1(=C(CCC=C1)C=1N=NNC1)C 4H-tolyltriazole